C1=CC=C(C2=CC=CC=C12)C=O 4-naphthalaldehyde